C(C)SC1=C(C=CC(=C1)C(F)(F)F)C1=CN=C(N1C)C=O 5-(2-(Ethylthio)-4-(trifluoromethyl)phenyl)-1-methyl-1H-imidazole-2-carbaldehyde